C([O-])([O-])=O.[K+].C(C)C1=C(N)C(=CC=C1OC)C.[K+] 2-Ethyl-3-methoxy-6-methylaniline Potassium carbonate